(S)-5-((1-(3-fluoropropyl)pyrrolidin-3-yl)oxy)picolinaldehyde FCCCN1C[C@H](CC1)OC=1C=CC(=NC1)C=O